((((2R,3S,4R,5R)-5-(2-chloro-4-((cyclopropylmethyl)amino)-6-methyl-7H-pyrrolo[2,3-d]pyrimidin-7-yl)-3,4-dihydroxytetrahydrofuran-2-yl)methoxy)methyl)phosphonic acid ClC=1N=C(C2=C(N1)N(C(=C2)C)[C@H]2[C@@H]([C@@H]([C@H](O2)COCP(O)(O)=O)O)O)NCC2CC2